C1=CC(=C(C=C1N)N)OCCO 2,4-diaminophenoxyethanol